2-(diethylamino)-1-(4-(6-(5-(8-methoxy-[1,2,4]triazolo[1,5-a]pyridin-6-yl)-4-(2,2,2-trifluoroethyl)-1H-pyrazol-3-yl)pyridin-3-yl)piperidin-1-yl)ethan-1-one t-butyl-3-aminopropanoate C(C)(C)(C)OC(CCN)=O.C(C)N(CC(=O)N1CCC(CC1)C=1C=NC(=CC1)C1=NNC(=C1CC(F)(F)F)C=1C=C(C=2N(C1)N=CN2)OC)CC